3-isopropylbutenedioic acid C(C)(C)C(=CC(=O)O)C(=O)O